ClC=1C=C(C=CC1)N[C@H](CC(C)C)C(=O)N1[C@H]2CC([C@@H]([C@@H]1C(=O)N[C@H](C[C@H]1C(NCCC1)=O)C#N)CC2)(F)F (1R,3R,4R)-2-((3-chlorophenyl)-D-leucyl)-N-((R)-1-cyano-2-((S)-2-oxopiperidin-3-yl)ethyl)-5,5-difluoro-2-azabicyclo[2.2.2]octane-3-carboxamide